tert-butyl (3-((3-(4-(2-chlorobenzamido)phenyl)-1-methyl-1H-pyrazol-5-yl)carbamoyl)phenyl)carbamate ClC1=C(C(=O)NC2=CC=C(C=C2)C2=NN(C(=C2)NC(=O)C=2C=C(C=CC2)NC(OC(C)(C)C)=O)C)C=CC=C1